2,4,6-trimethylbenzoylphenyl ethyl phosphonate P(OC1=C(C=CC=C1)C(C1=C(C=C(C=C1C)C)C)=O)(OCC)=O